COC(C1=CC(=C(C=C1)NCC1=CC=CC=C1)N)=O 3-amino-4-(benzylamino)benzoic acid methyl ester